C1(=CCCCCC1)C=O cycloheptenal